N-((1r,4r)-4-(5-(6-(3-cyanopyrrolo[1,2-b]pyridazin-7-yl)-4-(isopropylamino)pyridin-3-yl)-1,3,4-thiadiazol-2-yl)cyclohexyl)-1-methylpiperidine-4-carboxamide C(#N)C1=CC=2N(N=C1)C(=CC2)C2=CC(=C(C=N2)C2=NN=C(S2)C2CCC(CC2)NC(=O)C2CCN(CC2)C)NC(C)C